C(CCCCCCCC)OC(C=C)=O Nonylacrylat